3-(2-hydroxyphenyl)-propionic acid OC1=C(C=CC=C1)CCC(=O)O